C(#N)C=1C2=C(C(NC1)=O)N(C(=C2)C2N(CCOC2)C(=O)OC(C)(C)C)COCC[Si](C)(C)C tert-butyl 3-[4-cyano-7-oxo-1-(2-trimethylsilylethoxymethyl)-6H-pyrrolo[2,3-c]pyridin-2-yl]morpholine-4-carboxylate